NC=1SC=C(N1)/C(/C(=O)N[C@H]1[C@H]2SCC(=CN2C1=O)CSC=1N(N=C(C(N1)=O)O)C)=N/OC (6R,7R)-7-[[(2Z)-(2-aminothiazol-4-yl)(methoxyImino)acetyl]amino]-3-[[(2-methyl-6-hydroxy-5-oxo-2,5-dihydro-1,2,4-triazin-3-yl)thio]methyl]-8-oxo-5-thia-1-azabicyclo[4.2.0]oct-2-ene